6-bromo-8-(4,4-difluoropiperidin-1-yl)-7-fluoroquinoline BrC=1C=C2C=CC=NC2=C(C1F)N1CCC(CC1)(F)F